C(C)OC(=O)N1CC2(C1)CC(C2)N2CCC(CC2)N2[C@H](CCC2)C2=CN=CO2 6-{4-[(2R)-2-(1,3-oxazol-5-yl)pyrrolidin-1-yl]piperidin-1-yl}-2-azaspiro[3.3]heptane-2-carboxylic acid ethyl ester